2-ETHOXY-3-METHYLPYRIDINE-5-CARBOXALDEHYDE C(C)OC1=NC=C(C=C1C)C=O